4-Hydroxypiperidine-1-carboxylic acid tert-butyl ester C(C)(C)(C)OC(=O)N1CCC(CC1)O